N-((2R)-1-(4-(1H-indazol-5-yl)-2-methyl-2,8-diazaspiro[4.5]decan-8-yl)-3-methyl-1-oxobutan-2-yl)-2-fluoro-5-(trifluoromethyl)benzamide N1N=CC2=CC(=CC=C12)C1CN(CC12CCN(CC2)C([C@@H](C(C)C)NC(C2=C(C=CC(=C2)C(F)(F)F)F)=O)=O)C